3-(3-(cyclopropylmethyl)-7-((2-(dimethylamino)ethyl)amino)benzo[b]thiophen-2-yl)prop-2-yn C1(CC1)CC=1C2=C(SC1C#CC)C(=CC=C2)NCCN(C)C